ethyl-2-{4,10-bis(2-tert-butoxy-2-oxoethyl)-7-[1-ethoxy-3-(4-{2-[2-(2-ethoxyethoxy) ethoxy]ethoxy}phenyl)-1-oxopropan-2-yl]-1,4,7,10-tetraazacyclododecan-1-yl}-3-methoxy-propanoate C(C)OC(C(COC)N1CCN(CCN(CCN(CC1)CC(OC(C)(C)C)=O)C(C(=O)OCC)CC1=CC=C(C=C1)OCCOCCOCCOCC)CC(=O)OC(C)(C)C)=O